BrC1=C(C=NN(C1=O)C)N[C@@H]1C[C@@H](CN(C1)C)C1=CC=C(C(=O)N2CCC3(CC2)CCN(CC3)C=3C=C2C=CN=C(C2=CC3)C3C(NC(CC3)=O)=O)C=C1 3-[6-[3-[4-[(3R,5R)-5-[(5-bromo-1-methyl-6-oxo-pyridazin-4-yl)amino]-1-methyl-3-piperidyl]benzoyl]-3,9-diazaspiro[5.5]undecan-9-yl]-1-isoquinolyl]piperidine-2,6-dione